N-(4-(1-(pyridin-2-yl)-ethoxy)phenyl)-3,4-dihydro-2H-[1,4]oxazino[2,3-f]quinazolin-10-amine N1=C(C=CC=C1)C(C)OC1=CC=C(C=C1)NC1=NC=NC2=CC=C3C(=C12)OCCN3